FC1=C(C=C(C=C1)C(F)(F)F)NC=1N=C2C(=NC1NC1=C(C=CC(=C1)C(F)(F)F)F)N(C(=N2)C(F)(F)F)C N5,N6-bis(2-fluoro-5-(trifluoromethyl)phenyl)-1-methyl-2-(trifluoromethyl)-imidazo[4,5-b]pyrazine-5,6-diamine